(E)-2-(4-chlorobenzylidene)-3,4-dihydronaphthalen-1(2H)-one ClC1=CC=C(\C=C/2\C(C3=CC=CC=C3CC2)=O)C=C1